C(C)(=O)OC1C(OCC1)N1C2=NC(=NC=C2N(C1=O)CC(F)(F)F)N 2-(2-amino-8-oxo-7-(2,2,2-trifluoroethyl)-7,8-dihydro-9H-purin-9-yl)tetrahydrofuran-3-yl acetate